BrC1=C(N=CC2=C1OC(CN2C(=O)NC=2C=NC(=C(C2)Cl)N2N=CC=N2)C(F)(F)F)C 8-Bromo-N-(5-chloro-6-(2H-1,2,3-triazol-2-yl)pyridin-3-yl)-7-methyl-2-(trifluoromethyl)-2,3-dihydro-4H-pyrido[4,3-b][1,4]oxazine-4-carboxamide